CO[C@@H]1[C@H](O)[C@H](O)[C@H](O1)CO O-methyl-α-D-ribose